2-hydroxy-4-methoxybenzoic acid butyl ester C(CCC)OC(C1=C(C=C(C=C1)OC)O)=O